5-(1-((4,4-difluorocyclohexyl)methyl)-3-methyl-4-(trifluoromethyl)-1H-pyrazole-5-carboxamido)pyridazine-3-carboxamide FC1(CCC(CC1)CN1N=C(C(=C1C(=O)NC=1C=C(N=NC1)C(=O)N)C(F)(F)F)C)F